7-BROMO-2-CHLORO-8-METHYL-4-OXO-4H-PYRIDO[1,2-A]PYRIMIDINE-3-CARBALDEHYDE BrC=1C(=CC=2N(C(C(=C(N2)Cl)C=O)=O)C1)C